[Co+2].[Ni+2] nickel cobalt (2+)